7-(5-(5-methyl-4,5,6,7-tetrahydropyrazolo[1,5-a]pyrazin-3-yl)-1H-pyrrolo[2,3-b]pyridin-3-yl)-[1,2,4]triazolo[1,5-a]pyridine CN1CC=2N(CC1)N=CC2C=2C=C1C(=NC2)NC=C1C1=CC=2N(C=C1)N=CN2